CC(CO)(C)C1OCC2(CO1)COC(OC2)C(CO)(C)C 3,9-Bis(1,1-Dimethyl-2-Hydroxyethyl)-2,4,8,10-Tetraoxaspiro[5.5]Undecan